NC1=NC=C(C2=C1C=NN2COCC[Si](C)(C)C)NC(C(=O)N2C(CCCC2)C2=CC(=CC=C2)N(C)C)=O N-[4-amino-1-(2-trimethylsilylethoxymethyl)pyrazolo[4,3-c]pyridin-7-yl]-2-[2-[3-(dimethylamino)phenyl]-1-piperidyl]-2-oxo-acetamide